ClC1=C(C(=CC(=C1)Cl)Cl)OC L-2,4,6-trichloroanisole